C(C)NC1=C(N)C=CC(=C1)C1=CC=CC=2SC3=CC=CC=C3NC12 2-ethylamino-4-phenothiazinyl-aniline